NC1=NC(=C(C=2N1C(N(N2)CC2=NN(C=C2)C)=O)C2=CC(=NC(=C2)C)CO)C2=CC=C(C=C2)F 5-amino-7-(4-fluorophenyl)-8-[2-(hydroxymethyl)-6-methyl-4-pyridyl]-2-[(1-methylpyrazol-3-yl)methyl]-[1,2,4]triazolo[4,3-c]pyrimidin-3-one